N[C@@H](C(=O)O)C1CCCC1 |r| (R)- and (S)-2-amino-2-cyclopentylacetic acid